C1(CC1)[C@@H]1N(CCN(C1)C)CC1=CC(=C2CN(C(C2=C1)=O)C1=CC(=CC=C1)C1(CC(C1)(F)F)CC1=NN=CN1C)C(F)(F)F (S)-6-((2-cyclopropyl-4-methylpiperazin-1-yl)methyl)-2-(3-(3,3-difluoro-1-((4-methyl-4H-1,2,4-triazol-3-yl)methyl)cyclobutyl)phenyl)-4-(trifluoromethyl)isoindolin-1-one